1-[(4-bromo-2-fluorophenyl)methyl]-2-Ethyl-imidazole BrC1=CC(=C(C=C1)CN1C(=NC=C1)CC)F